4,4-di-α-isopropylphenylcyclohexyl peroxide C(C)(C)C1(CC=C(C=C1)C1(CCCCC1)OOC1(CCCCC1)C1=CCC(C=C1)(C(C)C)C(C)C)C(C)C